6-Phenyl-1,3,5-triazine C1(=CC=CC=C1)C1=NC=NC=N1